N1(CCCCC1)C(=O)OCC([C@H](C[C@H]1C(N(CC1)C(C)=O)=O)NC([C@@H](NC(=O)C=1NC2=CC=CC(=C2C1)OC)CC(C)C)=O)=O (3S)-4-[(3S)-1-acetyl-2-oxopyrrolidin-3-yl]-3-({N-[(4-methoxy-1H-indol-2-yl)carbonyl]-L-leucyl}amino)-2-oxobutyl piperidine-1-carboxylate